N(=C=O)C[Si](OCCC)(OCCC)OCCC isocyanatomethyltripropoxysilane